6-(benzyloxy)-1-(4-(4,4-diethoxybutoxy)phenoxy)-2-(4-(methylsulfonyl)phenyl)naphthalene C(C1=CC=CC=C1)OC=1C=C2C=CC(=C(C2=CC1)OC1=CC=C(C=C1)OCCCC(OCC)OCC)C1=CC=C(C=C1)S(=O)(=O)C